tert-butoxyacetic acid C(C)(C)(C)OCC(=O)O